1-(4-cyclopropylnaphthalene-1-yl)-1H-imidazole C1(CC1)C1=CC=C(C2=CC=CC=C12)N1C=NC=C1